1-(3-cyanophenyl)-N-(5-((-)-((R)-1,1-dimethylethylsulfinamido)(phenyl)methyl)-2-fluorophenyl)-3-(trifluoromethyl)-1H-pyrazole-5-carboxamide C(#N)C=1C=C(C=CC1)N1N=C(C=C1C(=O)NC1=C(C=CC(=C1)C(C1=CC=CC=C1)N[S@](=O)C(C)(C)C)F)C(F)(F)F